[B](F)F.C1(=CC=CC=C1)C(CC(=O)C=1OC=CC1)=O 1-phenyl-3-(furan-2-yl)propane-1,3-dione boron difluoride